ClC=1C(=NC=C(C1)Cl)OC=1C=C(C=CC1)NC(=S)NC(=O)C=1SC=CC1 N-[(3-(3,5-dichloropyridine-2-oxy)phenyl)thiocarbamoyl]thiophene-2-carboxamide